C(C)(C)(C)OC(=O)N1C[C@H]([C@@H](CC1)NC1=NN2C(C=N1)=C(C=C2C2=NC=C(C=C2)CC(F)F)F)O (3R,4R)-4-({7-[5-(2,2-difluoroethyl)pyridin-2-yl]-5-fluoropyrrolo[2,1-f][1,2,4]triazin-2-yl}amino)-3-hydroxypiperidine-1-carboxylic acid tert-butyl ester